(1R*,8S*)-4-(6-ethylpyridin-3-yl)-N-[(3S)-9-fluoro-2-oxo-5-phenyl-2,3-dihydro-1H-1,4-benzodiazepin-3-yl]-7-oxa-2,3-diazatricyclo[6.2.1.02,6]undeca-3,5-diene-5-carboxamide C(C)C1=CC=C(C=N1)C1=NN2[C@@H]3CC[C@H](OC2=C1C(=O)N[C@@H]1C(NC2=C(C(=N1)C1=CC=CC=C1)C=CC=C2F)=O)C3 |o1:11,14|